C(C)(C)C=1C(=NNC1C=1C=C(C=2N(C1)N=CN2)C)C2=NC(=CC=C2)OC 6-(4-Isopropyl-3-(6-methoxypyridin-2-yl)-1H-pyrazol-5-yl)-8-methyl-[1,2,4]triazolo[1,5-a]pyridine